N-(5-(4-isopropylphenyl)-6-methoxypyridin-3-yl)-acrylamide C(C)(C)C1=CC=C(C=C1)C=1C=C(C=NC1OC)NC(C=C)=O